NC1=CC(=C(C=C1OC)N1CCN(CC1)C(=O)[O-])C=1C=NN(C1)CC 4-(4-Amino-2-(1-ethyl-1H-pyrazol-4-yl)-5-methoxyphenyl)piperazine-1-carboxylate